N-(3-fluoro-4-((2-oxo-2,3-dihydro-1H-imidazo[4,5-b]pyridine-7-yl)oxy)phenyl)-3,5-dimethyl-1-phenyl-1H-pyrazole-4-carboxamide FC=1C=C(C=CC1OC1=C2C(=NC=C1)NC(N2)=O)NC(=O)C=2C(=NN(C2C)C2=CC=CC=C2)C